COC1=CC2=C(SCCN2)C=C1N1N=C(C=2C=NC(=CC21)C=2C=NN1C2N=CC=C1)NC(=O)OCCN1CCC(CC1)C(=O)OCC ethyl 1-(2-(((1-(6-methoxy-3,4-dihydro-2H-benzo[b][1,4]thiazin-7-yl)-6-(pyrazolo[1,5-a]pyrimidin-3-yl)-1H-pyrazolo[4,3-c]pyridin-3-yl)carbamoyl)oxy)ethyl)piperidine-4-carboxylate